6-Isopropyl-5-(8-methoxy-[1,2,4]triazolo[1,5-a]pyridin-6-yl)-1-(1-(2-methoxyethyl)piperidin-4-yl)-1,3-dihydro-2H-benzo[d]imidazol-2-on C(C)(C)C=1C(=CC2=C(N(C(N2)=O)C2CCN(CC2)CCOC)C1)C=1C=C(C=2N(C1)N=CN2)OC